2-fluoro-4-(9-carbazolyl)benzaldehyde FC1=C(C=O)C=CC(=C1)N1C2=CC=CC=C2C=2C=CC=CC12